C1C2N(CCN1)C(CCC2)=O octahydro-6H-pyrido[1,2-a]pyrazin-6-one